10-ethyl-5H,6H,7H,8H,9H,10H-cyclohepta[b]indole-4-carboxylic acid C(C)C1CCCCC=2NC3=C(C=CC=C3C21)C(=O)O